C(C)(=O)N1[C@@H](CN(CC1)C(\C=C/Cl)=O)C1=CC(=CC(=C1)C1=CC=C2C=NC=NC2=C1)Cl (R,Z)-1-(4-acetyl-3-(3-chloro-5-(quinazolin-7-yl)phenyl)piperazin-1-yl)-3-chloroprop-2-en-1-one